BrC=1C=NC(=C(C(=O)N(CCCOC)C2CC2)C1)Cl 5-bromo-2-chloro-N-cyclopropyl-N-(3-methoxypropyl)nicotinamide